tert-butyl (3-(2-(4-((2-(tert-butylamino)-2-oxoethyl)(methyl)amino)-6,7-dihydro-5H-cyclopenta[d]pyrimidin-2-yl)pyridin-4-yl)propyl)(methyl)carbamate C(C)(C)(C)NC(CN(C=1C2=C(N=C(N1)C1=NC=CC(=C1)CCCN(C(OC(C)(C)C)=O)C)CCC2)C)=O